2-(2-(2-(dimethylamino)ethylamino)ethoxy)-6,8-dimethylpyrimido[5,4-e][1,2,4]triazin-5,7(6H,8H)-dione CN(CCNCCON1NC2=C(N=C1)C(N(C(N2C)=O)C)=O)C